6-Bromo-8-fluoro-2H-benzo[b][1,4]oxazin-3(4H)-one BrC1=CC2=C(OCC(N2)=O)C(=C1)F